(3-cyano-2-methyl-phenyl)-3-(2,6-dimethyl-4-pyridinyl)-N-(2-hydroxy-2-methyl-propyl)pyrazolo[1,5-a]pyrimidine-5-carboxamide C(#N)C=1C(=C(C=CC1)C1=NN2C(N=C(C=C2)C(=O)NCC(C)(C)O)=C1C1=CC(=NC(=C1)C)C)C